O=C1NC2=C(S[C@@H]1[C@@H](C1=CC=CC=C1)NCCC1=CC=C(C#N)C=C1)N=CC=C2 |o1:6| 4-(2-(((R)-((R or S)-2-oxo-2,3-dihydro-1H-pyrido[2,3-b][1,4]thiazin-3-yl)(phenyl)methyl)amino)ethyl)benzonitrile